NC=1C=C(C=CC1N)C1=CC(=CC=C1)C(=O)NCC1=CC=CC=C1 3',4'-diamino-N-benzyl-[1,1'-biphenyl]-3-carboxamide